(Z)-4-tert-butyldimethylsilyl-1-(3-methoxyphenyl)-2-buten-1-ol [Si](C)(C)(C(C)(C)C)C\C=C/C(O)C1=CC(=CC=C1)OC